O1[C@@H](COCC1)CNC(=O)C1=C(C2=C(C[C@@H](C3=CN(N=C23)C[C@@H]2OCCOC2)C)O1)C(F)(F)F (4S)-N-{[(2R)-1,4-dioxan-2-yl]methyl}-2-{[(2S)-1,4-dioxan-2-yl]methyl}-4-methyl-8-(trifluoromethyl)-4,5-dihydro-2H-furo[2,3-g]indazole-7-carboxamide